((((9H-fluoren-9-yl)methoxy)carbonyl)amino)-2-aminobutyric acid C1=CC=CC=2C3=CC=CC=C3C(C12)COC(=O)NC(C(=O)O)(CC)N